N1CCC(CC1)CCCC1=CC(=C(C(=O)N)C=C1)C(F)(F)F 4-(piperidin-4-ylethylmethyl)-2-(trifluoromethyl)benzamide